O=C1NC2=CC=CC=C2C12C1(NC(C2)C(=O)N)CCCCC1 oxo-dispiro[cyclohexane-1,2'-pyrrolidine-3',3''-indoline]-5'-carboxamide